ClC1=C(C=C(C(=C1)F)C1=C(C(=C(C(=C1F)F)F)F)F)OC(C(=O)O)C 2-((4-chloro-2',3',4',5',6,6'-hexafluoro-[1,1'-biphenyl]-3-yl)oxy)propanoic acid